NCCOCCOCCOCCOCCN1CCN(CC1)C1=CC(=NC=N1)N[C@H]1CN(CCC1)C1=CC(=CC=C1)F (R)-6-(4-(14-amino-3,6,9,12-tetraoxatetradecyl)piperazin-1-yl)-N-(1-(3-fluorophenyl)piperidin-3-yl)pyrimidin-4-amine